C(C=C)(=O)N[C@H]1CN(CC[C@@H]1F)N1C(=C(C2=CC(=CC(=C12)C(=O)N)F)C)C ((3S,4S)-3-acrylamido-4-fluoropiperidin-1-yl)-5-fluoro-2,3-dimethyl-1H-indole-7-carboxamide